C(CCCCCCCCCCC)NC(=O)C=1C(=C2C=CC(OC2=CC1CCCCC)(CCC=C(C)C)C)O N-dodecyl-5-hydroxy-2-methyl-2-(4-methylpent-3-en-1-yl)-7-pentyl-2H-chromen-6-carboxamide